ClC=1C=C(C=CC1N1C(C=CC1=O)=O)C N-(3-CHLORO-PARA-TOLYL)-MALEIMIDE